2,7-diazabicyclo[4.2.0]octane C12NCCCC2NC1